C(C)(C)(C)C1=NC=C(C(=O)O)C=C1 6-tert-butylnicotinic acid